(2-(3',6'-dimethoxy-10H-spiro[acridin-9,9'-fluoren]-10-yl) ethyl) phosphate P(=O)(OCCN1C=2C=CC=CC2C2(C3=CC=C(C=C3C=3C=C(C=CC23)OC)OC)C2=CC=CC=C12)([O-])[O-]